FC(C=1C=CC=2N(N1)C(=CN2)C2=CC(=NC=N2)N2CCNC1C(CCCC21)O)F 1-[6-[6-(Difluoromethyl)imidazo[1,2-b]pyridazin-3-yl]pyrimidin-4-yl]-3,4,4a,5,6,7,8,8a-octahydro-2H-quinoxalin-5-ol